Z-galactose O=C[C@H](O)[C@@H](O)[C@@H](O)[C@H](O)CO